CC(CC)C1=C(C=CC=C1)N1C(N=C(C2=CC(=C(C=C12)C1=CC(=CC2=CC=CC=C12)O)Cl)N1CCN(CC1)C(C=C)=O)=O 1-(2-(2-butanyl)-phenyl)-6-chloro-7-(3-hydroxy-1-naphthalenyl)-4-(4-(2-propenoyl)-1-piperazinyl)-2(1H)-quinazolinone